C1C2CC3(CC(CC13)C2)NCCCCCNC2=C1C(N(C(=NC1=CC=C2)C)C2C(NC(CC2)=O)=O)=O 3-(5-((5-(((3as,6as)-hexahydro-2,5-methanopentalen-3a(1H)-yl)amino)pentyl)amino)-2-methyl-4-oxoquinazolin-3(4H)-yl)piperidine-2,6-dione